5-[4-amino-2-(4-fluoroanilino)thiazole-5-carbonyl]-N-(trans-3-fluorocyclobutyl)isoxazole-3-carboxamide NC=1N=C(SC1C(=O)C1=CC(=NO1)C(=O)N[C@@H]1C[C@H](C1)F)NC1=CC=C(C=C1)F